C(C)(C)(C)OC(=O)N1CCC2(CCCN2CC=2C=C(C=C(C2)C(F)(F)F)N2CC(OCC2)(C(=O)OCC)C)CC1 ethyl 4-(3-((8-(tert-butyloxycarbonyl)-1,8-diazaspiro[4.5]decan-1-yl) methyl)-5-(trifluoromethyl) phenyl)-2-methylmorpholine-2-carboxylate